2-chloro-7-methyl-7-(trifluoromethyl)-5,7-dihydrofuro[3,4-d]pyrimidin-5-ol ClC=1N=CC2=C(N1)C(OC2O)(C(F)(F)F)C